C1(=CC=CC=C1)CS(=O)(=O)OC1=C(OC(C1=O)([2H])C1=C(C(=CC=C1)F)Cl)N 2-amino-5-(2-chloro-3-fluorophenyl)-4-oxo-4,5-dihydrofuran-3-yl-5-d phenylmethanesulfonate